(2R,3R,4R,5R)-5-(2-amino-6-(methylamino)-9H-purin-9-yl)-4-fluoro-4-methyl-2-(((3-methylbutanoyl)oxy)methyl)tetrahydrofuran-3-yl 3-methylbutanoate CC(CC(=O)O[C@@H]1[C@H](O[C@H]([C@]1(C)F)N1C2=NC(=NC(=C2N=C1)NC)N)COC(CC(C)C)=O)C